O=C1NC(CCC1N1C(C2=CC=C(C=C2C1=O)N1CCN(CC1)CC1CCN(CC1)C(=O)OC(C)(C)C)=O)=O tert-butyl 4-((4-(2-(2,6-dioxopiperidin-3-yl)-1,3-dioxoisoindolin-5-yl)piperazin-1-yl) methyl)piperidine-1-carboxylate